3,12-Bis(carboxymethyl)-6,9-dioxa-3,12-diazatetradecane-1,14-dioic acid C(=O)(O)CN(CC(=O)O)CCOCCOCCN(CC(=O)O)CC(=O)O